NC1=C(C=C(C(=C1)C)C)NC(CCl)=O N-(2-amino-4,5-dimethylphenyl)-2-chloroacetamide